C(#C)C1CN(C1)[C@H]1[C@H](CN(CC1)C(=O)OC(C)(C)C)O tert-butyl (3S,4R)-4-(3-ethynylazetidin-1-yl)-3-hydroxypiperidine-1-carboxylate